2-(6,7-dihydro-5H-pyrazolo[5,1-b][1,3]oxazin-3-yl)-N-(5-(1-isopropylazetidine-3-carboxamido)-2-methylpyridin-3-yl)pyrazolo[5,1-b]thiazole-7-carboxamide N1=CC(=C2OCCCN21)C2=CN1C(S2)=C(C=N1)C(=O)NC=1C(=NC=C(C1)NC(=O)C1CN(C1)C(C)C)C